N-[(4-bromo-3-nitrophenyl)methyl]-2-cyclopropyl-N-[1-methyl-3-(tri-fluoromethyl)-1H-pyrazol-4-yl]pyrimidine-5-carboxamide BrC1=C(C=C(C=C1)CN(C(=O)C=1C=NC(=NC1)C1CC1)C=1C(=NN(C1)C)C(F)(F)F)[N+](=O)[O-]